ClC=1C=C2C=C(NC2=CC1OCC=1N=CSC1)CNC(=O)[C@@H]1COCC1 (S)-N-((5-chloro-6-(thiazol-4-ylmethoxy)-1H-indol-2-yl)methyl)tetrahydrofuran-3-carboxamide